CNC(C1=CC(=CC=C1)CNC1=NC=C(C2=C1CCO2)C2=CC=NC=C2)=O N-Methyl-3-(((7-(pyridin-4-yl)-2,3-dihydrofuro[3,2-c]pyridin-4-yl)amino)methyl)benzamid